F[C@@H]1CN(CC1)C(=O)[C@@H]1CCCC=2N1C(N(N2)CC=2C=NC(=CC2)C(F)(F)F)=O (5S)-5-{[(3S)-3-Fluoropyrrolidin-1-yl]carbonyl}-2-{[6-(trifluoromethyl)pyridin-3-yl]methyl}-5,6,7,8-tetrahydro[1,2,4]triazolo[4,3-a]pyridin-3(2H)-one